methyl-2,3,5-trifluoro-4-methoxy-benzoate COC(C1=C(C(=C(C(=C1)F)OC)F)F)=O